CC1=CC(=NN1)NC=1C2=C(N=C(N1)N[C@@H]1CC[C@H](CC1)CC#N)SC=C2 Trans-2-[4-[(4-[(5-methyl-1H-pyrazol-3-yl)amino]thieno[2,3-d]pyrimidin-2-yl)amino]cyclohexyl]acetonitrile